6-(piperidin-1-yl)pyridin N1(CCCCC1)C1=CC=CC=N1